2-(2-methoxy-7-methylquinoxalin-5-yl)-4-methylbenzo[d]Thiazole COC1=NC2=CC(=CC(=C2N=C1)C=1SC2=C(N1)C(=CC=C2)C)C